ClC1=C(N=C(C=2C(N3[C@@H](COC21)CNCC3)=O)N3[C@H](CN(CC3)C)C)C3=C(C=CC=C3F)Cl (6aR)-4-chloro-3-(2-chloro-6-fluorophenyl)-1-((S)-2,4-dimethylpiperazin-1-yl)-6,6a,7,8,9,10-hexahydro-12H-pyrazino[2,1-c]pyrido[3,4-f][1,4]oxazepin-12-one